IN[C@@H](C)C(=O)O iodo-alanine